NC=1C(NC2=C3C=CC=NC3=C(C=C2C1C1=C2C=NNC2=C(C(=C1)F)F)OC1CC(C1)F)=O 3-amino-4-(6,7-difluoro-1H-indazol-4-yl)-6-((1r,3r)-3-fluorocyclobutyl)oxy-1H-1,7-phenanthrolin-2-one